OC(CNC(CCC1=C(C(=C(C(=C1[2H])[2H])O)[2H])[2H])C)([2H])C1=CC=C(C=C1)O 4-(3-((2-hydroxy-2-(4-hydroxyphenyl)ethyl-2-d)amino)butyl)benzene-2,3,5,6-d4-ol